N-(5-hydroxy-pyridin-2-yl)-4-isopropyl-benzamide OC=1C=CC(=NC1)NC(C1=CC=C(C=C1)C(C)C)=O